COC=1C=C(C(=O)NC)C=CC1NCC#CC=1N(C2=CC=CC(=C2C1)NC1CCC(CC1)N1CCCC1)CC(F)(F)F 3-methoxy-N-methyl-4-{[3-(4-{[(1R,4R)-4-(pyrrolidin-1-yl)cyclohexyl]amino}-1-(2,2,2-trifluoroethyl)-1H-indol-2-yl)prop-2-yn-1-yl]amino}benzamide